COC1=CC2=CC3=C(C(OC3)=O)C(=C2C=C1OC)C=1C=NC(=NC1)N(C)CCOC 6,7-dimethoxy-9-(2-((2-methoxyethyl)(methyl)amino)pyrimidin-5-yl)naphtho[2,3-c]furan-1(3H)-one